CC=1NC(=NN1)C1=CC=CN=N1 (E)-6-(5-methyl-4H-1,2,4-triazole-3-yl)pyridazine